COC(CCCCCCOCC(COCCCCCC(=O)OCC1C(C1)CCCCCCCC)N(C)C)=O methyl-7-(2-(dimethylamino)-3-((6-((2-octylcyclopropyl)methoxy)-6-oxohexyl)oxy)propoxy)heptanoate